[Zn+2].C(C)C1=C(C2=CC=3C(C(C(=C(C4=CC(=C(N4)C=C4C(=C(C(C=C1N2)=N4)C)CC)C)C)N3)CCC(=O)[O-])C)C.C(C)C3=C(C4=CC=2C(C(C(=C(C1=CC(=C(N1)C=C1C(=C(C(C=C3N4)=N1)C)CC)C)C)N2)CCC(=O)[O-])C)C 3-(13,18-diethyl-2,5,8,12,17-pentamethyl-7H,8H-porphyrin-7-yl)propanoate zinc